3-[(2r,5s)-4-(6-cyano-1-methyl-2-oxo-1,2-dihydro-1,5-naphthyridin-4-yl)-2,5-dimethylpiperazin-1-yl]-3-(4-fluorophenyl)-N-methyl-N-(propan-2-yl)propanamide C(#N)C=1N=C2C(=CC(N(C2=CC1)C)=O)N1C[C@H](N(C[C@@H]1C)C(CC(=O)N(C(C)C)C)C1=CC=C(C=C1)F)C